(S)-4-(((8-cyano-4-oxochroman-7-yl)oxy)(2,6-dimethylpyridin-4-yl)methyl)benzamide C(#N)C=1C(=CC=C2C(CCOC12)=O)O[C@@H](C1=CC=C(C(=O)N)C=C1)C1=CC(=NC(=C1)C)C